2-carbonylpiperazine-carboxylic acid tert-butyl ester C(C)(C)(C)OC(=O)N1C(CNCC1)=C=O